O=C(CC(=O)[O-])CC(=O)[O-] 3-oxopentanedioate